(1S,2S)-2-fluoro-N-[2-(5-fluoro-2,4-dimethoxypyridin-3-yl)-1-methylpyrrolo[2,3-c]pyridin-5-yl]cyclopropane-1-carboxamide F[C@@H]1[C@@H](C1)C(=O)NC=1C=C2C(=CN1)N(C(=C2)C=2C(=NC=C(C2OC)F)OC)C